C1(CC1)C1=CC=C(C=C1)N1CC(C2=NC(=CC=C21)C(=O)N2C(CN(CC2)C2=NC(=C(C(=O)OC)C(=C2)C)C)(C)C)(C)C methyl 6-(4-(1-(4-cyclopropyl phenyl)-3,3-dimethyl-2,3-dihydro-1H-pyrrolo[3,2-b]pyridine-5-carbonyl)-3,3-dimethylpiperazin-1-yl)-2,4-dimethylnicotinate